[C@H]1(CCCN2CCCC[C@H]12)COC(=O)C=1OC(=CC1)CSCC1=CC=CC=C1.FC(C1=CC=C(C=C1)CCC(=O)O)(F)F.C(CCC=C)(=O)N (pent-4-enamide) 3-(4-(trifluoromethyl)phenyl)propionate [(1R,9aR)-octahydro-1H-quinolizin-1-yl]methyl-5-[(benzylsulfanyl)methyl]furan-2-carboxylate